methyl (S)-3-(8-(1-methyl-2,4-dioxo-1,4-dihydropyrido[3,4-d]pyrimidin-3(2H)-yl)imidazo[1,2-a]pyridin-5-yl)-2-(tritylamino)propanoate CN1C(N(C(C2=C1C=NC=C2)=O)C=2C=1N(C(=CC2)C[C@@H](C(=O)OC)NC(C2=CC=CC=C2)(C2=CC=CC=C2)C2=CC=CC=C2)C=CN1)=O